C(C)[C@@H]1[C@@H](C[C@@H](N(C1)C1=CC(N(C=2C=CC(=NC12)C#N)C)=O)C)OC1=NC=C(C=C1)OC(C)C |&1:2| 8-((2S,4R,SR)-5-Ethyl-4-((5-isopropoxypyridin-2-yl)oxy)-2-methylpiperidin-1-yl)-5-methyl-6-oxo-5,6-dihydro-1,5-naphthyridin-2-carbonitril